FC1=C(C=CC=C1C)C1=C(C=C2C(=N1)C(=NN2CC2=CC=C(C=C2)OC)C=2C=NN(C2)C2CN(C2)C(=O)OC(C)(C)C)OC tert-butyl 3-(4-(5-(2-fluoro-3-methylphenyl)-6-methoxy-1-(4-methoxybenzyl)-1H-pyrazolo[4,3-b]pyridin-3-yl)-1H-pyrazol-1-yl)azetidine-1-carboxylate